BrC1=CC=2C3=C(NC2C=C1)CCN(C3)C(=O)OC(C)(C)C tert-butyl 8-bromo-3,4-dihydro-1H-pyrido[4,3-b]indole-2(5H)-carboxylate